2-cyclohexyl-N-(3,4-dichlorophenyl)-1H-imidazo[4,5-c]quinolin-4-amine C1(CCCCC1)C=1NC2=C(C(=NC=3C=CC=CC23)NC2=CC(=C(C=C2)Cl)Cl)N1